C(=O)C1N(C(CC1O[Si](CC)(CC)CC)C=O)C(=O)OC(C)(C)C tert-butyl 2,5-diformyl-3-((triethylsilyl)oxy)pyrrolidine-1-carboxylate